tert-butyl (S)-5-amino-4-(5-(6-((4-methoxybenzyl)amino)-4-(4-(methylsulfonyl)piperazin-1-yl)pyridin-2-yl)-1-oxoisoindolin-2-yl)-5-oxopentanoate NC([C@H](CCC(=O)OC(C)(C)C)N1C(C2=CC=C(C=C2C1)C1=NC(=CC(=C1)N1CCN(CC1)S(=O)(=O)C)NCC1=CC=C(C=C1)OC)=O)=O